NC1=C(OC(CCCCC)O)C=CC=C1 (2-aminophenoxy)hexane-1-ol